2-(chloromethyl)benzenesulfonamide ClCC1=C(C=CC=C1)S(=O)(=O)N